N-(4-(4-amino-7-methyl-5-(4-(pyrrolidine-1-carbonyl)phenyl)-7H-pyrrolo[2,3-d]pyrimidin-6-yl)phenyl)-2-chloroacetamide NC=1C2=C(N=CN1)N(C(=C2C2=CC=C(C=C2)C(=O)N2CCCC2)C2=CC=C(C=C2)NC(CCl)=O)C